N-methyl-2-azaspiro[3.3]heptane-6-carboxamide CNC(=O)C1CC2(CNC2)C1